C(C)(C)(C)[Si](C1=CC=CC=C1)(C1=CC=CC=C1)OCCCCCC(C=C)OC tert-butyl-((6-methoxyoct-7-en-1-yl)oxy)diphenylsilane